[2'-(diphenylphosphino)-[1,1'-binaphthyl]-2-yl]diphenylphosphine C1(=CC=CC=C1)P(C1=C(C2=CC=CC=C2C=C1)C1=C(C=CC2=CC=CC=C12)P(C1=CC=CC=C1)C1=CC=CC=C1)C1=CC=CC=C1